1-methyl-6-[4-[2-(4-piperidyloxy)ethoxy]phenoxy]indazole-5-carboxamide CN1N=CC2=CC(=C(C=C12)OC1=CC=C(C=C1)OCCOC1CCNCC1)C(=O)N